C(CCC)OCCN1C(=NC2=C1C=C(C=C2)C(=O)O)CN2[C@@H]1CC[C@@H]1N(CC2)C2=NC(=CC=C2)OCC2=C(C=C(C=C2)C#N)F |r| rac-1-(2-Butoxyethyl)-2-(((1R,6S)-5-(6-((4-cyano-2-fluorobenzyl)oxy)pyridin-2-yl)-2,5-diazabicyclo[4.2.0]octan-2-yl)methyl)-1H-benzo[d]imidazole-6-carboxylic acid